COCC(CC(C)C)(CCC(C)C)COC 4,4-bis(methoxymethyl)-2,7-dimethyloctane